Z-benzoimidazole-5-carboxylic acid methyl ester COC(=O)C1=CC2=C(N=CN2)C=C1